2-[2-(2-[[4-(3-[3-amino-6-[2-(methoxymethoxy)phenyl]pyridazin-4-yl]-3,8-diazabicyclo[3.2.1]octan-8-yl)pyridin-2-yl]oxy]ethoxy)ethoxy]ethyl 4-methylbenzene-1-sulfonate CC1=CC=C(C=C1)S(=O)(=O)OCCOCCOCCOC1=NC=CC(=C1)N1C2CN(CC1CC2)C2=C(N=NC(=C2)C2=C(C=CC=C2)OCOC)N